3-ethoxy-but-2-enoate C(C)OC(=CC(=O)[O-])C